2,5-di-tert-butyl-3-methylphenol C(C)(C)(C)C1=C(C=C(C=C1C)C(C)(C)C)O